N-{[5-chloro-6-(5-methoxy-2-pyrazinyl)-2-indolyl]methyl}[(S)-2-oxetanyl]acetamide ClC=1C=C2C=C(NC2=CC1C1=NC=C(N=C1)OC)CNC(C[C@H]1OCC1)=O